CCC(CC)OOC(C(C(CCCCCC(CCCCCCCCCC)NC(CCC(N(C)C)CCCCCCCC(OOC(CC)CC)=O)=O)OCCCCC)(F)F)=O 3-pentyloxy-9-[4-(dimethylamino)-N-{8-oxo-8-[(3-pentyloxy)oxy]octyl}butyrylamino]-2,2-difluorononadecanoic acid 3-pentyloxy ester